phosphinine P1=CC=CC=C1